(1R,3S,4R)-2-(3-chloro-4H-thieno[3,2-b]pyrrole-5-carbonyl)-N-[(1R)-1-cyano-2-[(3R)-2-oxo-3-piperidyl]ethyl]-5,5-difluoro-2-azabicyclo[2.2.2]octane-3-carboxamide ClC1=CSC2=C1NC(=C2)C(=O)N2[C@H]1CC([C@@H]([C@H]2C(=O)N[C@H](C[C@@H]2C(NCCC2)=O)C#N)CC1)(F)F